N,N-Diethyl-ethanolamin C(C)N(CCO)CC